O=C1NC(CCC1N1C(C=2C=C(C=C(C2C1)C#N)OC)=O)=O 2-(2,6-dioxopiperidin-3-yl)-6-methoxy-1-oxoisoindoline-4-carbonitrile